1-(5-chloro-3-fluoropyridin-2-yl)-4-(4-(difluoro-methyl)benzyl)-3-((1r,3r)-3-methoxycyclobutyl)-piperazine-2,5-dione ClC=1C=C(C(=NC1)N1C(C(N(C(C1)=O)CC1=CC=C(C=C1)C(F)F)C1CC(C1)OC)=O)F